[C@H]12CN(C[C@H](CC1)N2)C2=NC(=NC1=C(C(=C(C=C21)Cl)C2=CC(=CC1=CC=CC(=C21)F)O)F)OC[C@]21CCCN1C[C@@H](C2)F 4-(4-((1R,5S)-3,8-diazabicyclo[3.2.1]octan-3-yl)-6-chloro-8-fluoro-2-(((2R,7aS)-2-fluorotetrahydro-1H-pyrrolizin-7a(5H)-yl)methoxy)quinazolin-7-yl)-5-fluoronaphthalen-2-ol